FC1=C(C=CC(=C1)F)C1=C(C=C2C(=NC(N3C2=C1S[C@@H](C3)COC)=O)N3[C@H](CNCC3)C)C(F)(F)F (2S)-10-(2,4-difluorophenyl)-2-(methoxymethyl)-7-((S)-2-methylpiperazin-1-yl)-9-(trifluoromethyl)-2,3-dihydro-5H-[1,4]thiazino[2,3,4-ij]quinazolin-5-one